4-Chloro-5-[4-[(1R)-1-[4-fluoro-2-(trifluoromethyl)phenyl]ethyl]-3-oxopiperazin-1-yl]-2,3-dihydropyridazin-3-one ClC=1C(NN=CC1N1CC(N(CC1)[C@H](C)C1=C(C=C(C=C1)F)C(F)(F)F)=O)=O